3-((R)-1-(5-chloro-4-fluoro-2-(((2R,7aS)-2-fluorotetrahydro-1H-pyrrolizin-7a(5H)-yl)methoxy)-8,9-dihydro-10H-7-oxa-1,3,6,10-tetraazacyclohepta[de]naphthalen-10-yl)ethyl)pyridin-2-amine ClC1=C(C=2N=C(N=C3C2C(=N1)OCCN3[C@H](C)C=3C(=NC=CC3)N)OC[C@]31CCCN1C[C@@H](C3)F)F